3-bromo-2-iodo-5-methylbenzoic acid BrC=1C(=C(C(=O)O)C=C(C1)C)I